C(C=1C(O)=CC=CC1)(=O)OC(CCCC)=O valeroyl salicylate